C(C)OC(=O)OC[C@@H]1[C@H]([C@@H]([C@H]([C@H](OC2=C(C=CC=C2)CC2=CC=C(C=C2)OC)O1)O)O)O 2-(4-methoxybenzyl)phenyl 6-O-ethoxycarbonyl-β-D-glucopyranoside